D-3-bromo-6-{3-chloro-4-methyl-7H-pyrrolo[2,3-c]pyridazin-7-yl}pyridine-2-carboxylic acid ethyl ester C(C)OC(=O)C1=NC(=CC=C1Br)N1C=CC2=C1N=NC(=C2C)Cl